N1C(=NC2=C1C=CC=C2)C2=C(C=C(C=C2)Cl)C=2C(=CC(=CC2)C(NC(CC(C)(C)C)C2=CC=CC=C2)=O)C(=O)O 2'-(1H-1,3-benzodiazol-2-yl)-5'-chloro-4-[(3,3-dimethyl-1-phenylbutyl)carbamoyl]-[1,1'-biphenyl]-2-carboxylic acid